ClC=1C=NC=CC1N1C(=C(C=C1C)/C=C(\C#N)/C1=NC2=C(C=NC(=C2)OC)N1)C (E)-3-(1-(3-chloropyridin-4-yl)-2,5-dimethyl-1H-pyrrol-3-yl)-2-(6-methoxy-3H-imidazo[4,5-c]pyridin-2-yl)acrylonitrile